C1=CC=CC2=CC3=CC4=CC5=CC=CC=C5C=C4C=C3C=C12.[N].[N].[N].[N] tetranitrogen pentacene